ClC1=NC=C(C(=N1)NC=1C=NNC1)Cl 2,5-dichloro-N-(1H-pyrazol-4-yl)pyrimidin-4-amine